N,N,N',N'-tetraglycidyl-4,4'-methylenedianiline Tert-Butyl-4-(1-oxo-3H-isobenzofuran-5-yl)piperazine-1-carboxylate C(C)(C)(C)OC(=O)N1CCN(CC1)C=1C=C2COC(C2=CC1)=O.C(C1CO1)N(C1=CC=C(C=C1)CC1=CC=C(N(CC2CO2)CC2CO2)C=C1)CC1CO1